2-oxo-3-(4-(quinolin-8-yl)but-3-en-1-yl)-2,3-dihydro-1H-benzo[d]imidazole-1-carboxylic acid tert-butyl ester C(C)(C)(C)OC(=O)N1C(N(C2=C1C=CC=C2)CCC=CC=2C=CC=C1C=CC=NC21)=O